(R)-5-(5-methyl-1H-pyrazol-4-yl)-N-(4-((2-methylpyrrolidin-1-yl)methyl)pyridin-2-yl)thiazolo[5,4-b]-pyridin-2-amine CC1=C(C=NN1)C1=CC=C2C(=N1)SC(=N2)NC2=NC=CC(=C2)CN2[C@@H](CCC2)C